acetic acid 1-((5-(azetidin-3-yl) pyridin-2-yl) methyl)-3-methylazetidin-3-yl ester N1CC(C1)C=1C=CC(=NC1)CN1CC(C1)(C)OC(C)=O